1-(2,2-difluoroethyl)-6-(2-(((2-(trifluoromethyl)pyridin-4-yl)oxy)methyl)-7-azaspiro[3.5]nonan-7-yl)-1H-pyrazolo[3,4-b]pyrazine FC(CN1N=CC=2C1=NC(=CN2)N2CCC1(CC(C1)COC1=CC(=NC=C1)C(F)(F)F)CC2)F